Tert-butyl (1-(2-chloroacetyl)azepan-3-yl)carbamate ClCC(=O)N1CC(CCCC1)NC(OC(C)(C)C)=O